N-(6-(difluoromethyl)pyridin-2-yl)-8-isopropoxy-2-((1R,4S)-1-methyl-2-oxabicyclo[2.2.1]hept-4-yl)imidazo[1,2-a]pyrazine-6-carboxamide FC(C1=CC=CC(=N1)NC(=O)C=1N=C(C=2N(C1)C=C(N2)[C@]21CO[C@](CC2)(C1)C)OC(C)C)F